CC1=CC=C2C(=N1)N(N=C2N)CC2=CC=C(C=C2)C(F)(F)F 6-methyl-1-(4-(trifluoromethyl)benzyl)-1H-pyrazolo[3,4-b]pyridin-3-amine